C(C1=CC=CC=C1)[SH-]C(N(C)C)=S S-benzyl-N,N-dimethyldithiocarbamate